4-hydroxypyrazolo[1,5-a]pyrazine-6-carbaldehyde OC=1C=2N(C=C(N1)C=O)N=CC2